OC=1C=C(C=O)C=CC1OC 3-hydroxy-4-methoxyl-benzaldehyde